(9H-fluoren-9-yl)methyl ((S)-2-azido-2-((4R,5S)-5-((R)-1-hydroxy-2-((triisopropylsilyl)oxy)ethyl)-2,2-dimethyl-1,3-dioxolan-4-yl)ethyl)(6-(benzyloxy)hexyl)carbamate N(=[N+]=[N-])[C@@H](CN(C(OCC1C2=CC=CC=C2C=2C=CC=CC12)=O)CCCCCCOCC1=CC=CC=C1)[C@H]1OC(O[C@H]1[C@@H](CO[Si](C(C)C)(C(C)C)C(C)C)O)(C)C